NC=1C=C(NC(=O)C2=CC3=CC=CC=C3C=C2O)C=CC1 3-Hydroxy-2-naphthoic acid (3'-aminoanilide)